methyl-(2S,3R)-2-aminomethyl-3-aminobutyric acid C[C@@](C(=O)O)([C@@H](C)N)CN